C(C)(C)OC(CCNC=1N=[N+](C2=C(N1)C=CC=C2)[O-])=O 3-((3-isopropoxy-3-oxopropyl)amino)benzo[e][1,2,4]Triazine-1-oxide